tert-butyl (3-(hexadecylamino)propyl)carbamate 5-tert-Butyl-(3-(hexadecylamino)propyl)carbamate C(C)(C)(C)C(CCCCNCCCNC(O)=O)CCCCCCCCCCC.C(CCCCCCCCCCCCCCC)NCCCNC(OC(C)(C)C)=O